(S)-6-chloro-7-(dimethylaminocarbonyloxy)-3-{[2-fluoro-3-(methylaminosulfonylamino)phenyl]methyl}-4-methyl-3,4-dihydro-2H-1,3-benzoxazin-2-one ClC=1C(=CC2=C([C@@H](N(C(O2)=O)CC2=C(C(=CC=C2)NS(=O)(=O)NC)F)C)C1)OC(=O)N(C)C